5-(1H-benzimidazol-5-yl)-2-oxa-5-azaspiro[3.4]octane N1C=NC2=C1C=CC(=C2)N2C1(COC1)CCC2